FC(C1=CC2=C(SC(=C2)C(N[C@H]2CCC[C@@H]3N(C2=O)[C@@H](CC3)C(=O)N3CC(C3)C3=NC=NC=C3F)=O)C=C1)P(O)(O)=O (fluoro(2-(((3S,6S,9aS)-3-(3-(5-fluoropyrimidin-4-yl)azetidine-1-carbonyl)-5-oxooctahydro-1H-pyrrolo[1,2-a]azepin-6-yl)carbamoyl)benzo[b]thiophen-5-yl)methyl)phosphonic acid